(2-Acetamido-5-(3-(dimethylamino)propyl)pyridin-4-yl)carbamic acid tert-butyl ester C(C)(C)(C)OC(NC1=CC(=NC=C1CCCN(C)C)NC(C)=O)=O